C(C)(C)(C)OC(=O)N1C[C@@H](CCC1)NC1=NN=C(C2=CC=CC=C12)C1=C(C=C(C=C1)C)OCOC (R)-3-((4-(2-(methoxymethoxy)-4-methylphenyl)phthalazin-1-yl)amino)piperidine-1-carboxylic acid tert-butyl ester